tritolyl thiophosphate P(=S)(OC1=C(C=CC=C1)C)(OC1=C(C=CC=C1)C)OC1=C(C=CC=C1)C